(S)-5-amino-N-(5-fluoro-7-(trifluoromethyl)isochroman-4-yl)-N-methyl-1-((2-(trimethylsilyl)ethoxy)methyl)-6,8-dihydro-1H-furo[3,4-d]pyrrolo[3,2-b]pyridine-2-carboxamide NC1=C2C(=C3C(=N1)C=C(N3COCC[Si](C)(C)C)C(=O)N(C)[C@@H]3COCC1=CC(=CC(=C31)F)C(F)(F)F)COC2